CC=1C2=C(OC1C(=O)O)C1=CC=CC=C1C(C2=O)=O 3-methyl-4,5-dioxo-4,5-dihydronaphtho[1,2-b]Furan-2-carboxylic acid